ClC=1C=C(C=CC1F)C1=CC(=CC=C1)C(C(=O)N1CC2=C(N=C(NC2=O)C2(CC2)C2=CC=CC=C2)CC1)O 6-(2-(3'-chloro-4'-fluoro-[1,1'-biphenyl]-3-yl)-2-hydroxyacetyl)-2-(1-phenylcyclopropyl)-5,6,7,8-tetrahydropyrido[4,3-d]pyrimidin-4(3H)-one